F[C@H]1CC2=CC=3CCCC3C(=C2C1)NC(=O)N=[S@@](=O)(N)C=1C=NN2C1OC[C@H](C2)OC (S,6S)-N'-(((S)-2-fluoro-1,2,3,5,6,7-hexahydro-s-indacen-4-yl)carbamoyl)-6-methoxy-6,7-dihydro-5H-pyrazolo[5,1-b][1,3]oxazine-3-sulfonimidamide